NC1=C(C=C(C=C1C)Cl)C(C)=O 1-(2-amino-5-chloro-3-methylphenyl)ethan-1-one